FC=1C(=CC(=NC1)OC)[C@H](C(=O)N1C[C@]2(CC1)NC1=NC(=C(C=C1CC2)C2=NC(=NC=C2)N2CCOCC2)C)C (2R)-2-(5-fluoro-2-methoxypyridin-4-yl)-1-{(2S)-7-methyl-6-[2-(morpholin-4-yl)pyrimidin-4-yl]-3,4-dihydro-1H-spiro[1,8-naphthyridine-2,3'-pyrrolidin]-1'-yl}propan-1-one